C1(CC1)C(C(C(C)C)(C)C)=O 1-cyclopropyl-2,2,3-trimethylbutan-1-one